C(C)N1N=C(C(=C1)C1=NN2C(=NC=3C(=CC=CC3C2=N1)SC)N[C@H]1C(NCCCC1)=O)C (3R)-3-{[2-(1-ethyl-3-methyl-1H-pyrazol-4-yl)-7-(methylsulfanyl)[1,2,4]triazolo[1,5-c]quinazolin-5-yl]amino}azepan-2-one